BrC1=C(C(=CC2=C(N(N=C12)C)CCC(F)F)NC(C1=CC(=CC(=C1)C(F)(F)F)F)=O)C(C1=C(C=CC(=C1)F)Cl)=O N-(7-bromo-6-(2-chloro-5-fluorobenzoyl)-3-(3,3-difluoropropyl)-2-methyl-2H-indazol-5-yl)-3-fluoro-5-(trifluoromethyl)benzamide